2-[3-(1,3-Benzodioxol-5-yl)-5-phenyl-1H-pyrazol-4-yl]ethanehydroxamic acid O1COC2=C1C=CC(=C2)C2=NNC(=C2CC(=O)NO)C2=CC=CC=C2